N-(furan-2-ylmethyl)-2-methylundecan-1-imine oxide O1C(=CC=C1)C[N+](=CC(CCCCCCCCC)C)[O-]